ClC1=C(C=CC(=C1)F)C1=CC(N(C=C1C1=CC(=CC(=C1)C)C)C)=O 4-(2-chloro-4-fluorophenyl)-5-(3,5-dimethylphenyl)-1-methyl-2(1H)-pyridone